N1CC=C2C1=NC1=CC=CC=C1C2=O 1H-pyrrolo[2,3-b]quinolin-4(2H)-one